NC1=CC=C(CB(O)O)C=C1 4-AMINOBENZYLBORONIC ACID